2-methoxy-7-(4,4,5,5-tetramethyl-1,3,2-dioxaborolan-2-yl)thieno[3,2-b]pyridine COC1=CC2=NC=CC(=C2S1)B1OC(C(O1)(C)C)(C)C